ClC=1N=C2C(=NC1)N(C(=N2)C2=C(C=C(C=C2C)Cl)OC)C 5-chloro-2-(4-chloro-2-methoxy-6-methyl-phenyl)-1-methyl-imidazo[4,5-b]pyrazine